2-[[7-bromo-5-(difluoromethyl)-4-oxo-3H-phthalazin-1-yl]methyl]isoindoline-1,3-dione BrC1=CC(=C2C(NN=C(C2=C1)CN1C(C2=CC=CC=C2C1=O)=O)=O)C(F)F